1-(2,5-dioxo-2,5-dihydro-1H-pyrrol-1-yl)-3,6,9,12,15,18-hexaoxaeicosane O=C1N(C(C=C1)=O)CCOCCOCCOCCOCCOCCOCC